6-formyl-3-methylimidazo[1,2-a]pyridine-8-carboxamide C(=O)C=1C=C(C=2N(C1)C(=CN2)C)C(=O)N